C(C)(C)(C)OC(NCC1=C(C=2C=NC=CC2N1)F)=O ((3-fluoro-1H-pyrrolo[3,2-c]pyridin-2-yl)methyl)carbamic acid tert-butyl ester